O=C1NC(CCC1N1C(C2=CC=C(C=C2C1)C1CCN(CC1)CC1=CC=C(C=C1)S(=O)(=O)N(C)C)=O)=O 4-((4-(2-(2,6-dioxopiperidin-3-yl)-1-oxoisoindolin-5-yl)piperidin-1-yl)methyl)-N,N-dimethylbenzenesulfonamide